(2S)-1-(9H-fluoren-9-ylmethoxycarbonyl)-4-oxopyrrolidin-2-carboxylic acid C1=CC=CC=2C3=CC=CC=C3C(C12)COC(=O)N1[C@@H](CC(C1)=O)C(=O)O